O[C@H]1CC[C@H](NC1)C(=O)OCC ethyl (2s,5s)-5-hydroxypiperidine-2-carboxylate